[Sn+2].[Cu+] Copper(I)-Tin(II)